Cl.ClCC=1N2C(SC1)=NC(C2)CC2=CC(=CC=C2)F 3-(chloromethyl)-6-(3-fluorobenzyl)-5,6-dihydroimidazo[2,1-b]Thiazole hydrochloride